(1S,4r)-N-((S)-1-(5-(2-Methoxychinolin-3-yl)-1,3,4-oxadiazol-2-yl)-7-oxononyl)-7'-oxo-7'H-spiro[cyclohexan-1,5'-furo[3,4-b]pyridin]-4-carboxamid COC1=NC2=CC=CC=C2C=C1C1=NN=C(O1)[C@H](CCCCCC(CC)=O)NC(=O)C1CCC2(OC(C3=NC=CC=C32)=O)CC1